C1(CC1)C1=C(C(=NO1)C1=C(C=CC=C1Cl)Cl)COC1CCN(CC1)C1=CC(=CS1)C#N 5-(4-((5-cyclopropyl-3-(2,6-dichlorophenyl)isoxazol-4-yl)methoxy)piperidin-1-yl)thiophene-3-carbonitrile